8-amino-1-hydroxy-5,7-disulfonaphthalen NC=1C(=CC(=C2C=CC=C(C12)O)S(=O)(=O)O)S(=O)(=O)O